O=C1NC(CCC1N1C(C2=CC=C(C=C2C1=O)SCCCCCN1CCN(CC1)C1=CC=C(N=N1)C(=O)N1CCC(CC1)CCCCNC(\C=C\C=1C=NC=CC1)=O)=O)=O (E)-N-(4-(1-(6-(4-(5-((2-(2,6-dioxopiperidin-3-yl)-1,3-dioxoisoindolin-5-yl)thio)pentyl)piperazin-1-yl)pyridazine-3-carbonyl)piperidin-4-yl)butyl)-3-(pyridin-3-yl)acrylamide